CC(C(=O)O)CC(CC(CCCCCCC)(C(=O)OC)C)(C(=O)OC)C 2,4,6-trimethyl-4,6-dimethoxy-carbonyl-tridecanoic acid